2-(2-(6-(methylsulfonyl)-5-nitro-N-(prop-2-yn-1-yl)nicotinamido) acetamido)ethyl (2-(trimethylammonio)ethyl) phosphate P(=O)(OCCNC(CN(C(C1=CN=C(C(=C1)[N+](=O)[O-])S(=O)(=O)C)=O)CC#C)=O)(OCC[N+](C)(C)C)[O-]